C(C)(C)C=1C(=NNC1C=1C=C(C=2N(C1)N=CN2)OC)C2=CC=C(C=C2)C2CCN(CC2)C(C)C 6-(4-isopropyl-3-(4-(1-isopropylpiperidin-4-yl)phenyl)-1H-pyrazol-5-yl)-8-methoxy-[1,2,4]triazolo[1,5-a]pyridine